methyl-2-oxo-1,3-dioxol CC=1OC(OC1)=O